Ethyl 4-(3-(6-methoxypyridazin-3-yl)thioureido)thiazole-5-carboxylate COC1=CC=C(N=N1)NC(NC=1N=CSC1C(=O)OCC)=S